(R)-N-(1-(3-amino-5-(trifluoromethyl)phenyl)ethyl)-2-(azetidin-1-yl)-6-(4-methylpiperazin-1-yl)pyrido[3,4-d]pyrimidin-4-amine NC=1C=C(C=C(C1)C(F)(F)F)[C@@H](C)NC=1C2=C(N=C(N1)N1CCC1)C=NC(=C2)N2CCN(CC2)C